(1R,2S)-1-(2-chlorophenyl)-N1-methyl-N2-(3-(2-methyl-1H-imidazol-1-yl)propyl)cyclohexane-1,2-diamine ClC1=C(C=CC=C1)[C@]1([C@H](CCCC1)NCCCN1C(=NC=C1)C)NC